5-bromo-2,4-diethoxybenzaldehyde BrC=1C(=CC(=C(C=O)C1)OCC)OCC